FC1=CC(=C(C=C1)NC1=C(C(=O)OC)C=C(C=N1)C(F)(F)F)C(C)C methyl 2-((4-fluoro-2-isopropylphenyl)amino)-5-(trifluorometh-yl)nicotinate